2-[(tert-butyldiphenylsilyl)oxy]cyclopentane-1,3-dicarbaldehyde [Si](C1=CC=CC=C1)(C1=CC=CC=C1)(C(C)(C)C)OC1C(CCC1C=O)C=O